(E)-1-(6,7-dimethoxy-3,4-dihydroisoquinolin-2(1H)-yl)-3-(2-(pyridin-3-yl)imidazo[1,2-a]pyridin-3-yl)prop-2-en-1-one COC=1C=C2CCN(CC2=CC1OC)C(\C=C\C1=C(N=C2N1C=CC=C2)C=2C=NC=CC2)=O